CN1C(=NC2=C(C1=O)C=NN2C2OCCCC2)N2CCC1(CCN(C1)C1=CC(=NC=C1)C(F)(F)F)CC2 5-methyl-1-(tetrahydro-2H-pyran-2-yl)-6-(2-(2-(trifluoromethyl)pyridin-4-yl)-2,8-diazaspiro[4.5]decan-8-yl)-1,5-dihydro-4H-pyrazolo[3,4-d]pyrimidin-4-one